7-(3-hydroxypropoxy)-2,3-dihydro-1H-benzo[d]imidazole-5-carboxamide OCCCOC1=CC(=CC2=C1NCN2)C(=O)N